1-(benzylcarbamoyl)-3-methoxycarbonyl-beta-carboline (Z)-tert-butyl-4-((2-oxopropanoyl)oxy)but-2-enoate C(C)(C)(C)OC(\C=C/COC(C(C)=O)=O)=O.C(C1=CC=CC=C1)NC(=O)C1=NC(=CC=2C3=CC=CC=C3NC12)C(=O)OC